methyl 2-(4-bromo-5-fluoro-2-(trifluoromethyl)phenyl)propanoate BrC1=CC(=C(C=C1F)C(C(=O)OC)C)C(F)(F)F